N-Boc-D-aspartic acid 1-(tert-butyl) ester C(C)(C)(C)OC([C@H](NC(=O)OC(C)(C)C)CC(=O)O)=O